(1r,4r)-4-((2-(6'-carbamoyl-4,6-dichloro-2'-fluoro-3'-(((S)-tetrahydrofuran-2-yl)methoxy)-[1,1'-biphenyl]-3-yl)-2-phenylethyl)amino)cyclohexane-1-carboxylic acid trifluoroacetate FC(C(=O)O)(F)F.C(N)(=O)C1=CC=C(C(=C1C1=CC(=C(C=C1Cl)Cl)C(CNC1CCC(CC1)C(=O)O)C1=CC=CC=C1)F)OC[C@H]1OCCC1